COC1=CC=C(CN(C[Si](C)(C)C)COC)C=C1 (4-methoxybenzyl)-methoxymethyl-trimethylsilanylmethyl-amine